cis-menthol C1(CC(C(CC1)C(C)C)O)C